N-[2-[(3-chlorophenyl)methylamino]ethyl]carbamic acid tert-butyl ester C(C)(C)(C)OC(NCCNCC1=CC(=CC=C1)Cl)=O